5-(2-hydroxyethyl)aminouracil OCCNC=1C(NC(NC1)=O)=O